CN(S(=O)(=O)C=C)C(C)C1=C(C=CC=C1)C=1C=NN(C1)C N-methyl-N-(1-(2-(1-methyl-1H-pyrazol-4-yl)phenyl)ethyl)ethenesulfonamide